6-methyl-4-(2-methyl-1-(4-(trifluoromethyl)benzyl)-1H-imidazo[4,5-b]pyrazin-6-yl)-1H-pyrrolo[2,3-c]pyridin-7(6H)-one CN1C(C2=C(C(=C1)C1=CN=C3C(=N1)N(C(=N3)C)CC3=CC=C(C=C3)C(F)(F)F)C=CN2)=O